C(=O)(O)C1=C(C=C(C=C1)C(=O)O)B(O)O 2,5-dicarboxyphenylboronic acid